Tert-butyl (2-((2S,5R)-6-hydroxy-7-oxo-1,6-diazabicyclo[3.2.1]octane-2-carboximidamido)-2-oxoethyl)carbamate ON1[C@@H]2CC[C@H](N(C1=O)C2)C(NC(CNC(OC(C)(C)C)=O)=O)=N